FC1=CC=CC=2C(=N[C@@H](C(NC21)=O)NC(=O)C2=C(N=C1N2N=C(C=C1)C)C1=CC=CC=C1)C1=CC=CC=C1 N-[(3S)-9-Fluoro-2-oxo-5-phenyl-1,3-dihydro-1,4-benzodiazepin-3-yl]-6-methyl-2-phenylimidazo-[1,2-b]pyridazine-3-carboxamide